C1=COC(=C1)CN=CC2=CC=CO2 alpha-Furfuryliden-alpha-furylmethylamine